ClC1=CC=C(C(=N1)C(=O)O)N[C@H](C)C1=C2N=C(C(=NC2=CC(=C1)C)C#N)N1C2CC(CC1CC2)C2=NN(C=C2)C 6-chloro-3-(((1R)-1-(2-cyano-7-methyl-3-(3-(1-methyl-1H-pyrazol-3-yl)-8-azabicyclo[3.2.1]octan-8-yl)quinoxalin-5-yl)ethyl)amino)picolinic acid